N=1NC(=NC1)C#N 2H-1,2,4-triazole-3-carbonitrile